FC(N1N=CC=C1C(=O)N1[C@H](C2=C(CC1)NC=N2)C2=NN1C(C=C(C=C1)C(F)(F)F)=C2)F (R)-(1-(difluoromethyl)-1H-pyrazol-5-yl)(4-(5-(trifluoromethyl)pyrazolo[1,5-a]pyridin-2-yl)-6,7-dihydro-1H-imidazo[4,5-c]pyridin-5(4H)-yl)methanone